FC1=CC2=C(C=CO2)C(=C1)N1CCN(CC1)CCC1=CC=C2C(CC(NC2=C1)=O)([2H])[2H] 7-(2-(4-(6-fluorobenzofuran-4-yl)piperazin-1-yl)ethyl)-3,4-dihydroquinolin-2(1H)-one-4,4-d2